(5S)-2-[(3,5-Difluoropyridin-2-yl)methyl]-5-[(3,3-difluoropyrrolidin-1-yl)carbonyl]-5,6,7,8-tetrahydro[1,2,4]triazolo[4,3-a]pyridin-3(2H)-one FC=1C(=NC=C(C1)F)CN1N=C2N([C@@H](CCC2)C(=O)N2CC(CC2)(F)F)C1=O